8-((2-fluoro-4-(methylthio)phenyl)amino)-7-methyl-4-phenyl-3,4-dihydro-2,7-naphthyridine-1,6(2h,7h)-dione FC1=C(C=CC(=C1)SC)NC=1N(C(C=C2C(CNC(C12)=O)C1=CC=CC=C1)=O)C